FC=1C=C(C(=O)N[C@H](C(=O)OC(C)(C)C)C)C=C(C1)F Tert-butyl (2S)-2-[(3,5-difluorobenzoyl)amino]propanoate